1-(7-Methyl-1H-benzo[d]imidazol-2-yl)ethan-1-one CC1=CC=CC2=C1NC(=N2)C(C)=O